ClC1=CC(=C(C=C1)C1=NC(=CC=2N1C(C1=C(N2)COC1)=O)C1CC(OCC1)C1COCC1)F 8-(4-chloro-2-fluorophenyl)-6-(2-(tetrahydrofuran-3-yl)tetrahydro-2H-pyran-4-yl)-1,3-dihydro-10H-furo[3,4-d]pyrimido[1,6-a]pyrimidin-10-one